7-Bromo-N-[(3-fluorophenyl)-methyl]-1-(2-methoxy-ethyl)-4-methyl-2-oxo-1H-quinoline-3-carboxylic acid amide BrC1=CC=C2C(=C(C(N(C2=C1)CCOC)=O)C(=O)NCC1=CC(=CC=C1)F)C